C(#N)C1=C2CCO[C@@H](C2=CC=C1)CN(C(OC(C)(C)C)=O)C (S)-tert-butyl ((5-cyanoisochroman-1-yl)methyl)(methyl)carbamate